C1(=CC=CC=C1)C1(CC=NO1)C1=CC=CC=C1 5,5-diphenyl-4,5-dihydro-isoxazole